CN1N=CC(=C1C)[C@H]1CN[C@H](C2=CC=CC=C12)C |r| rac-(1s,4s)-4-(1,5-dimethylpyrazol-4-yl)-1-methyl-3,4-dihydro-1H-isoquinolin